4-[2-chloro-6-methoxy-6-(3-pyrazol-1-ylphenyl)pyrimidin-4-yl]morpholine ClC=1NC(C=C(N1)N1CCOCC1)(C1=CC(=CC=C1)N1N=CC=C1)OC